N-((3R,4S)-3-((S)-3-Methoxypiperidin-1-Yl)Chroman-4-Yl)-6-(Trifluoromethyl)-7H-Pyrrolo[2,3-D]Pyrimidin-4-Amine CO[C@@H]1CN(CCC1)[C@H]1COC2=CC=CC=C2[C@@H]1NC=1C2=C(N=CN1)NC(=C2)C(F)(F)F